tert-butyl 2-{2-[4-(4-chlorophenyl)-5-(pyridin-4-yl)-1H-imidazol-1-yl] acetyl}-5-oxa-2,8-diazaspiro[3.5]nonane-8-carboxylate ClC1=CC=C(C=C1)C=1N=CN(C1C1=CC=NC=C1)CC(=O)N1CC2(C1)OCCN(C2)C(=O)OC(C)(C)C